7-(ethylsulfinyl)-6-[3-methyl-6-(trifluoromethyl)-3H-imidazo[4,5-b]pyridin-2-yl][1,3]thiazolo[4,5-c]pyridine C(C)S(=O)C=1C2=C(C=NC1C1=NC=3C(=NC=C(C3)C(F)(F)F)N1C)N=CS2